4-(((adamantan-1-yl)amino)methyl)-N-(3-(2,6-dioxopiperidin-3-yl)benzofuran-5-yl)thiazole-2-carboxamide C12(CC3CC(CC(C1)C3)C2)NCC=2N=C(SC2)C(=O)NC=2C=CC3=C(C(=CO3)C3C(NC(CC3)=O)=O)C2